C1(=CC=CC=C1)OC(C=C=C)=O phenylbutadienoate